C(C)(C)(C)OC(=O)N(N)CC1=C(C=C(C=C1)Br)F (4-bromo-2-fluorobenzyl)hydrazine-1-carboxylic acid tert-butyl ester